5-[2-[[(3R)-1-(2-Hydroxyethyl)-3-piperidyl]amino]oxazolo[4,5-b]pyrazin-5-yl]-6-methyl-2,3-dihydrobenzofuran-4-ol OCCN1C[C@@H](CCC1)NC=1OC=2C(=NC(=CN2)C2=C(C=C3C(CCO3)=C2O)C)N1